CC=1SC(=C(N1)C1=NC(=CC=C1)C)OC1=CC(=NC=C1)NC=1C=C(C=CC1)S(=O)(=O)N 3-((4-((2-methyl-4-(6-methylpyridin-2-yl)thiazol-5-yl)oxy)pyridin-2-yl)amino)benzenesulfonamide